(9Z)-cyclohexadec-9-en-1-one C1(CCCCCCC\C=C/CCCCCC1)=O